COC([C@H](CC(C)C)N1N=C(C=C(C1=O)C)Br)=O (S)-2-(3-bromo-5-methyl-6-oxopyridazin-1(6H)-yl)-4-methylpentanoic acid methyl ester